1-(cyclopropylmethyl)-N-{5-[(3-fluorophenyl)methyl]pyridin-2-yl}-6-oxo-1,6-dihydropyridazine-3-carboxamide C1(CC1)CN1N=C(C=CC1=O)C(=O)NC1=NC=C(C=C1)CC1=CC(=CC=C1)F